Methyl 6-(3-bromo-2-chlorophenyl)-4-methylnicotinate BrC=1C(=C(C=CC1)C1=NC=C(C(=O)OC)C(=C1)C)Cl